hydroxyacetimidamide OCC(N)=N